C(C)(C)(C)OC(=O)N1CCC(=CC1)C=1N=NC(=CC1)NC(=O)C1=CC2=CN(N=C2C=C1OCC)C 4-(6-(6-ethoxy-2-methyl-2H-indazole-5-carboxamido)pyridazin-3-yl)-3,6-dihydropyridine-1(2H)-carboxylic acid tert-butyl ester